3-fluorophenyl piperazine-1-carboxylate N1(CCNCC1)C(=O)OC1=CC(=CC=C1)F